C(C)OC(=O)C1=C(C=2C(=CN=CC2)S1)OC 3-Methoxythieno[2,3-c]pyridine-2-carboxylic acid ethyl ester